C1(=CC=CC=C1)S(=O)(=O)O.NC[C@H](C1=CC(=CC(=C1)F)Cl)NC(=O)C=1N=CN(C1)C1=NC(=NC=C1C)NC1CCOCC1 (s)-N-(2-Amino-1-(3-chloro-5-fluorophenyl)ethyl)-1-(5-methyl-2-((tetra-hydro-2H-pyran-4-yl)amino)pyrimidin-4-yl)-1H-imidazole-4-carboxamide benzenesulfonic acid salt